dimethyl (R)-2-bromoglutarate (dimethyl (R)-2-bromopentanedioate) CC([C@](C(=O)O)(Br)C)CC(=O)O.Br[C@@H](C(=O)OC)CCC(=O)OC